(Z)-N-((4-chloro-3,5-difluoro-2,6-diisopropylphenyl)carbamoyl)-4-(hydroxyimino)-4,5,6,7-tetrahydrobenzofuran-2-sulfonamide ClC1=C(C(=C(C(=C1F)C(C)C)NC(=O)NS(=O)(=O)C=1OC2=C(C1)\C(\CCC2)=N/O)C(C)C)F